3-(5-(1-benzhydryl-piperidin-4-yl)-1-oxo-isoindolin-2-yl)piperidine-2,6-dione C(C1=CC=CC=C1)(C1=CC=CC=C1)N1CCC(CC1)C=1C=C2CN(C(C2=CC1)=O)C1C(NC(CC1)=O)=O